N-t-butoxycarbonyl-3,3-difluoro-4-trifluoromethylsulfonyloxypiperidine C(C)(C)(C)OC(=O)N1CC(C(CC1)OS(=O)(=O)C(F)(F)F)(F)F